C1(CC1)CN1CC2=CC=CC(=C2C1=O)NC(C1=C(C=CC=C1)OCC)=O N-(2-(cyclopropylmethyl)-3-oxoisoindolin-4-yl)-2-ethoxybenzamide